N-(2-aminoethyl)-2-aminoethylsilanetriol NCCNCC[Si](O)(O)O